[Br-].C(C)N1CN(C=C1)CC 1,3-diethylimidazole bromide